1-methylazetidin-3-amine oxalic acid salt C(C(=O)O)(=O)O.CN1CC(C1)N